NC1=NN2C(C=C(C=C2)C=2C(=C(C(=O)NC[C@H]([C@](C)(O)C3=CC=C(C=C3)F)F)C(=CC2)C([2H])([2H])[2H])F)=N1 3-(2-amino-[1,2,4]triazolo[1,5-a]pyridin-7-yl)-2-fluoro-N-((2R,3R)-2-fluoro-3-(4-fluorophenyl)-3-hydroxybutyl)-6-(methyl-d3)benzamide